C(#N)C1=CC=2N(N=C1)C(=CC2)C2=CC(=C(C=N2)C2=NN=C(S2)N2[C@H]1[C@@H](C[C@@H]2CC1)NC(C)=O)NC(C)C N-((1R,2R,4S)-7-(5-(6-(3-cyanopyrrolo[1,2-b]pyridazin-7-yl)-4-(isopropylamino)pyridin-3-yl)-1,3,4-thiadiazol-2-yl)-7-azabicyclo[2.2.1]hept-2-yl)acetamide